amino-6-chloro-2H-[1,3'-bipyridin]-2-one NC=1C(N(C(=CC1)Cl)C=1C=NC=CC1)=O